tert-butyl (R)-3-(2-fluoro-4-(5-methoxy-3H-[1,2,3]triazolo[4,5-b]pyridin-3-yl)-N-(8-methylisoquinolin-1-yl)benzamido)piperidine-1-carboxylate FC1=C(C(=O)N(C2=NC=CC3=CC=CC(=C23)C)[C@H]2CN(CCC2)C(=O)OC(C)(C)C)C=CC(=C1)N1N=NC=2C1=NC(=CC2)OC